sodium N,N-bis(2-carboxyethyl)-octylamine C(=O)(O)CCN(CCC(=O)O)CCCCCCCC.[Na]